C(C1=CC=CC=C1)N1N=C(N=C1)C(=O)N[C@@H]1C(N(C=2N(CC1)N=C(C2)CN2CCOCC2)C)=O 1-benzyl-N-[(6S)-4-methyl-2-(morpholinomethyl)-5-oxo-7,8-dihydro-6H-pyrazolo[1,5-a][1,3]diazepin-6-yl]-1,2,4-triazole-3-carboxamide